2-(5-Chloro-2-pyridinyl)-2-methyl-1,3-benzodioxole-4-carbaldehyde ClC=1C=CC(=NC1)C1(OC2=C(O1)C=CC=C2C=O)C